benzyl (2S,3aS,6aS)-1-trityloctahydrocyclopenta[b]pyrrole-2-carboxylate C(C1=CC=CC=C1)(C1=CC=CC=C1)(C1=CC=CC=C1)N1[C@@H]2[C@H](C[C@H]1C(=O)OCC1=CC=CC=C1)CCC2